potassium naphthalenesulfonic acid C1(=CC=CC2=CC=CC=C12)S(=O)(=O)O.[K]